CC1=CC=C(C=C1)N1C(C2=C(C1(C1=CC=C(C=C1)OC#N)C1=CC=C(C=C1)OC#N)C=CC=C2)=O 2-(4-methylphenyl)-3,3-bis(4-cyanooxyphenyl)benzo[C]pyrrolidone